9-(tridecan-5-yl) nonanedioate C(CCCCCCCC(=O)OC(CCCC)CCCCCCCC)(=O)[O-]